(R)-N'-(((R)-3-ethyl-1,2,3,5,6,7-hexahydro-s-indacen-4-yl)carbamoyl)-6,7-dihydro-5H-pyrazolo[5,1-b][1,3]oxazine-3-sulfonimidamide C(C)[C@@H]1CCC2=CC=3CCCC3C(=C12)NC(=O)N=[S@](=O)(N)C=1C=NN2C1OCCC2